BrC=1C(=C(C=NC1)C(C)=O)Cl 1-(5-bromo-4-chloropyridin-3-yl)ethan-1-one